C(#N)C(C)(C)C=1C=C(C=CC1)NC1=NC=C(C(=N1)NC1=C2CCNC(C2=CC=C1)=O)C(=O)N 2-{[3-(2-cyanopropan-2-yl)phenyl]amino}-4-[(1-oxo-1,2,3,4-tetrahydroisoquinolin-5-yl)amino]pyrimidine-5-carboxamide